methyl 1-((tert-butyldimethylsilyl)oxy)-4-(2-(5-oxo-9-(trifluoromethyl)-2,3,4,5-tetrahydro-1H-benzofuro[3,2-e][1,4]diazepin-1-yl)ethyl)cyclohexane-1-carboxylate [Si](C)(C)(C(C)(C)C)OC1(CCC(CC1)CCN1CCNC(C2=C1C1=C(O2)C=CC(=C1)C(F)(F)F)=O)C(=O)OC